ClC1=CC=C(C=C1)C1CC(=NN1C1=C(C=C(C=C1)Cl)Cl)C(=O)NN1CCCCC1 5-(4-chlorophenyl)-1-(2,4-dichlorophenyl)-N-(piperidine-1-yl)-4,5-dihydro-1H-pyrazole-3-carboxamide